Ethyl 2-(4-(3-(2,5-dioxo-3-(4-(trifluoromethyl)phenyl) imidazolidin-1-yl)propyl)-2,6-dimethylphenoxy)-2-methylpropionate O=C1N(C(CN1C1=CC=C(C=C1)C(F)(F)F)=O)CCCC1=CC(=C(OC(C(=O)OCC)(C)C)C(=C1)C)C